C(CCCCCCCCC)(=O)[O-].C1(=CC=CC=C1)[N+](C)(C)C phenyl-trimethyl-ammonium n-decanoate